(1R,2S,4S,6R,7S)-2-(hydroxymethyl)-6-isopropyl-2-(methoxymethyl)-7-(trifluoromethyl)quinuclidin-3-one OC[C@]1(N2[C@H](C[C@H](C1=O)C[C@H]2C(F)(F)F)C(C)C)COC